P(O)(O)(=S)O[C@H]1C[C@@H](O[C@@H]1CO)N1C(=O)NC(=O)C=C1 deoxyuridine-3'-phosphorothioate